C(C)OC(=O)N1C(C=CC2=CC=CC=C12)OCC N-ethoxycarbonyl-2-ethoxy-1,2-dihydro-quinoline